1,8-Bis(diethylamino)naphthalene C(C)N(C1=CC=CC2=CC=CC(=C12)N(CC)CC)CC